(R)-N-((3R)-3-(2-bromo-6-(difluoromethoxy)phenyl)-3-((6-chloro-3-nitropyridin-2-yl)amino)-1-cyanopropyl)-2-methylpropane-2-sulfinamide BrC1=C(C(=CC=C1)OC(F)F)[C@@H](CC(C#N)N[S@](=O)C(C)(C)C)NC1=NC(=CC=C1[N+](=O)[O-])Cl